CN1N=NC(=C1)C1=CC=C(C(=O)N(C2=NC=CC3=CC=CC(=C23)C)[C@H]2CN(CCC2)C(=O)OC(C)(C)C)C=C1 tert-butyl (R)-3-(4-(1-methyl-1H-1,2,3-triazol-4-yl)-N-(8-methylisoquinolin-1-yl) benzamido)piperidine-1-carboxylate